C(C)(=O)ON=C(C1=CC(=CC=C1)CC(C=1SC2=C(N1)C=C(C=C2)C)NS(=O)(=O)C2=CC=CC=C2)N [amino({3-[2-benzenesulfonamido-2-(5-methyl-1,3-benzothiazol-2-yl)ethyl]phenyl})methylidene]amino acetate